6-chloro-2-oxo-7-(pyridin-2-ylmethoxy)-1,2-dihydroquinoline-3-carbaldehyde ClC=1C=C2C=C(C(NC2=CC1OCC1=NC=CC=C1)=O)C=O